CC1=NN(C(C2=CC(=CC=C12)C(=O)NC1=CC2=C(C=N1)C=C(N2)[C@@H]2N(CCCC2)C)=O)C 1,3-dimethyl-N-{2-[(2R)-1-methylpiperidin-2-yl]-1H-pyrrolo[3,2-c]pyridin-6-yl}-4-oxophthalazine-6-carboxamide